glutaric acid (dimethyl glutarate) CC(CC(=O)O)(CC(=O)O)C.C(CCCC(=O)O)(=O)O